COC1=CC=C(CN2C(C(CCC2=O)N2C(C3=CC=C(C=C3C2)[Sn](CCCC)(CCCC)CCCC)=O)=O)C=C1 1-(4-methoxybenzyl)-3-(1-oxo-5-(tributylstannyl)isoindolin-2-yl)piperidine-2,6-dione